(E)-(S)-3-(5-(4-((1-(4-(1-(4-hydroxyphenyl)-2-phenylbut-1-en-1-yl)phenyl)piperidin-4-yl)methyl)piperazin-1-yl)-1-oxoisoindolin-2-yl)piperidine-2,6-dione OC1=CC=C(C=C1)\C(=C(/CC)\C1=CC=CC=C1)\C1=CC=C(C=C1)N1CCC(CC1)CN1CCN(CC1)C=1C=C2CN(C(C2=CC1)=O)[C@@H]1C(NC(CC1)=O)=O